(4-((2-amino-4-(butylamino)-5-oxopyrido[4,3-d]pyrimidin-6(5H)-yl)methyl)benzyl)proline NC=1N=C(C2=C(N1)C=CN(C2=O)CC2=CC=C(CN1[C@@H](CCC1)C(=O)O)C=C2)NCCCC